CS(=O)(=O)OCCN1CCC(CC1)CN1CCN(CC1)C(=O)OC(C)(C)C tert-butyl 4-((1-(2-((methylsulfonyl)oxy)ethyl)piperidin-4-yl)methyl)piperazine-1-carboxylate